CN(CCCOC1=CC=C(C=N1)C1=CC=C2N=CC=3N(C(N4[C@@H](COC1=C2C34)C)=O)C)C (R)-7-(6-(3-(dimethylamino)propoxy)pyridin-3-yl)-2,10-dimethyl-9,10-dihydro-8-oxa-2,4,10a-triazanaphtho[2,1,8-cde]Azulene-1(2H)-one